n-eicosyl triacontyl ketone C(CCCCCCCCCCCCCCCCCCCCCCCCCCCCC)C(=O)CCCCCCCCCCCCCCCCCCCC